4-methoxy-6-methylnicotinic acid methyl ester COC(C1=CN=C(C=C1OC)C)=O